1,2-dicarboxyl-4-methyl-cyclohexane C(=O)(O)C1C(CC(CC1)C)C(=O)O